BrC=1C=C(C(=NC1)C#N)[N+](=O)[O-] 5-bromo-2-Cyano-3-nitropyridine